FC(C=1C=C(OC2=C(C=C(C=C2)C(CC(=O)OCC)\C=C\[N+](=O)[O-])OC)C=C(C1)C(F)(F)F)(F)F ethyl (E)-3-(4-[3,5-bis(trifluoromethyl)phenoxy]-3-methoxyphenyl)-5-nitropent-4-enoate